N(=[N+]=[N-])CCCC1(CCC=2NC3=CC=CC=C3C2C1)CC 3-(3-azidopropyl)-3-ethyl-2,3,4,9-tetrahydro-1H-carbazole